COC(CCC1=C(C=CC=C1)C(N[C@H](C)C1=CC(=CC(=C1)C=1C=NN(C1)C)OC)=O)=O.NC=1C=CC(=C(C(=O)NC2=CC=C(C=C2)F)C1)C(F)(F)F 5-Amino-N-(4-fluorophenyl)-2-(trifluoromethyl)benzamide Methyl-3-[2-[[(1R)-1-[3-methoxy-5-(1-methylpyrazol-4-yl)phenyl]ethyl]carbamoyl]phenyl]propanoate